C(CC)C1CC(CC1)=CC(C=O)C 3-(3-n-propylcyclopentylidene)-2-methylpropanal